N-(3-cyanophenyl)-2-cyclopropoxy-3,4,5,6-tetrafluorobenzenesulfonamide C(#N)C=1C=C(C=CC1)NS(=O)(=O)C1=C(C(=C(C(=C1F)F)F)F)OC1CC1